6-Methyl-pyridine-2-carboxylic acid [3-(3H-imidazo[4,5-c]pyridin-2-yl)-adamantan-1-yl]-amide N1=C(NC=2C=NC=CC21)C21CC3(CC(CC(C2)C3)C1)NC(=O)C1=NC(=CC=C1)C